BrC=1C=CC(=NC1C1=CC=C(C=C1)C(F)(F)F)N 5-bromo-6-(4-(trifluoromethyl)phenyl)pyridin-2-amine